ethyl 5-(4-bromophenyl)-1,3,4-oxadiazole-2-carboxylate BrC1=CC=C(C=C1)C1=NN=C(O1)C(=O)OCC